BrC=1C(=C(C=CC1)CC(=O)O)Cl (3-bromo-2-chlorophenyl)acetic acid